C(CCC)N(N)CCCCC 1-butyl-1-pentylhydrazine